ClC=1N=NC(=CC1NCCC1=CC=CC=C1)Cl 3,6-dichloro-N-(2-phenylethyl)pyridazin-4-amine